C(C1=CC=CC=C1)NC1=CC=C(C=C1)N N-benzylbenzene-1,4-diamine